ClC1=C(C=C(C=C1)C=1C=2N=CC=CC2N2C[C@H](N(C(C12)=O)CCO)C)F (12R)-8-(4-chloro-3-fluoro-phenyl)-11-(2-hydroxyethyl)-12-methyl-1,6,11-triazatricyclo[7.4.0.02,7]trideca-2(7),3,5,8-tetraen-10-one